2-(2-((5-(1-aminoisoquinolin-7-yl)-1-(3,3-difluorocyclobutyl)-1H-indazol-3-yl)methoxy)phenyl)acetic acid NC1=NC=CC2=CC=C(C=C12)C=1C=C2C(=NN(C2=CC1)C1CC(C1)(F)F)COC1=C(C=CC=C1)CC(=O)O